C(C)OC(=O)C=1C(=NN2C1C(=CC=C2)CO)C 4-(hydroxymethyl)-2-methylpyrazolo[1,5-a]pyridine-3-carboxylic acid ethyl ester